(Z)-5-((3-(3,5-bis(trifluoromethyl)phenyl)-1H-1,2,4-triazol-1-yl)methylene)-3-(2-Hydroxyethyl)-1-methylimidazoline-2,4-dione FC(C=1C=C(C=C(C1)C(F)(F)F)C1=NN(C=N1)\C=C/1\C(N(C(N1C)=O)CCO)=O)(F)F